(E)-N-(2-(3-cyclopropylpropoxy)phenyl)-3-(4-methoxyphenyl)acrylamide C1(CC1)CCCOC1=C(C=CC=C1)NC(\C=C\C1=CC=C(C=C1)OC)=O